3,4-dimethoxybenzyl-2'-deoxyuridine COC=1C=C(C[C@@]2(C[C@H](O)[C@@H](CO)O2)N2C(=O)NC(=O)C=C2)C=CC1OC